1-cyclopropyl-N-((cyclopropyl-methyl)sulfonyl)methanesulfonamide C1(CC1)CS(=O)(=O)NS(=O)(=O)CC1CC1